O=CCOCCOCCC1=C(C=CC(=C1)C)S(=O)(=O)[O-] 2-[2-(2-oxoethoxy)ethoxylethyl]4-methylbenzenesulfonate